ClC1=CC=C2C(=CC(OC2=C1)C1=CC=CC=C1)C1=CC=CC=C1 7-chloro-2,4-diphenyl-2H-chromene